C(#N)C1=CC(=C(C=C1)S(=O)(=O)NC=1C(=NN(C1C(=O)O)C)C1=CC=C(C=C1)F)F 4-((4-cyano-2-fluorophenyl)sulfonamido)-3-(4-fluorophenyl)-1-methyl-1H-pyrazole-5-carboxylic acid